bismuth oxide cobalt [Co].[Bi]=O